ON(C(=O)CCCCCCC(CC)C(C1=CC=C(C=C1)N(C)C)=O)N N-hydroxy-8-(4-dimethylaminobenzoyl)-aminocapramide